C(C1=CC=CC=C1)OC(C(=O)O)(CCOCC[C@H](C)O[Si](C)(C)C(C)(C)C)C(F)(F)F 2-benzyloxy-4-[(3S)-3-[tert-butyl-(dimethyl)silyl]oxybutoxy]-2-(trifluoromethyl)butanoic acid